(s)-4-amino-6-((1-(3-chloro-6-phenylimidazo[1,2-b]pyridazine-7-yl)ethyl)amino)pyrimidine-5-carbonitrile NC1=NC=NC(=C1C#N)N[C@@H](C)C1=CC=2N(N=C1C1=CC=CC=C1)C(=CN2)Cl